O=C1NC(CCC1N1C(C2=CC=C(C=C2C1)N1CCC(CC1)C(=O)OCCCC)=O)=O butyl 1-(2-(2,6-dioxopiperidin-3-yl)-1-oxoisoindolin-5-yl)piperidine-4-carboxylate